CC1=NN(C(=C1C)NC(=O)N[C@@H]1CN(C[C@H]1C1=CC=CC=C1)CC(F)(F)F)C1=CC=CC=C1 1-(3,4-dimethyl-1-phenyl-1H-pyrazol-5-yl)-3-((3S,4R)-4-phenyl-1-(2,2,2-trifluoroethyl)pyrrolidin-3-yl)urea